tert-butyl 1-(4-(3-chloro-5-(4-chlorophenoxy) benzyl) piperazine-1-carbonyl)-1H-pyrazole-3-carboxylate ClC=1C=C(CN2CCN(CC2)C(=O)N2N=C(C=C2)C(=O)OC(C)(C)C)C=C(C1)OC1=CC=C(C=C1)Cl